[Si](C1=CC=CC=C1)(C1=CC=CC=C1)(C(C)(C)C)OCC1=CC=C(C=C1)N1CCCC1 1-(4-(((tert-butyldiphenylsilyl)oxy)methyl)phenyl)pyrrolidin